fluoroserin FN[C@@H](CO)C(=O)O